FC1=C2C(=NC=NC2=C(C(=C1F)F)F)C1=CC=C2C(=C1)N1C3=C2C=CC=C3C=3C=CC=CC13 6-(5,6,7,8-tetrafluoroquinazolin-4-yl)indolo[3,2,1-jk]carbazole